6-Cyclobutoxy-4-(4-fluoro-3-(4-(6-(trifluoromethyl)pyridin-3-yl)piperazine-1-carbonyl)benzyl)phthalazin-1(2H)-one C1(CCC1)OC=1C=C2C(=NNC(C2=CC1)=O)CC1=CC(=C(C=C1)F)C(=O)N1CCN(CC1)C=1C=NC(=CC1)C(F)(F)F